C1=NC(=CC=2C3=CC=CC=C3NC12)CNC1=NC=CC=2C3=CC=CC=C3N(C12)C N-[(beta-carbolin-3-yl)methyl]-9-methyl-beta-carbolin-1-amine